tert-butyl (S)-(1-(3-ethyl-5-(3-fluoro-4-(1-(tetrahydro-2H-pyran-4-yl)piperidin-4-yl)phenyl)thiophene-2-carbonyl)pyrrolidin-3-yl)carbamate C(C)C1=C(SC(=C1)C1=CC(=C(C=C1)C1CCN(CC1)C1CCOCC1)F)C(=O)N1C[C@H](CC1)NC(OC(C)(C)C)=O